6-bromo-5-methyl-4,5-dihydro-2H-pyrazolo[4,3-c]Quinolone BrC1=CC=CC=2C3=C(CN(C12)C)C(NN3)=O